5-(5H-Imidazo[5,1-a]isoindol-5-yl)-4,5,6,7-tetrahydrobenzo[c][1,2,5]oxadiazol-4-ol C=1N=CN2C1C1=CC=CC=C1C2C2C(C=1C(=NON1)CC2)O